O1CCN(CC1)CCC[Si](C1=C(C=C)C=CC=C1)(C)C 2-[(3-morpholinopropyl)dimethylsilyl]styrene